2,4-di(methoxy-phenyl)-5-phenyl-imidazole COC1=C(C=CC=C1)C=1NC(=C(N1)C1=C(C=CC=C1)OC)C1=CC=CC=C1